COC1=CC=C(C=C1)N(C(=O)CNC(OC(C)(C)C)=O)C tert-butyl N-[[(4-methoxyphenyl)(methyl)carbamoyl]methyl]carbamate